C(CCCC)C(C=C(C(=O)OCC)C(=O)OCC)CCCC diethyl (2-n-pentylhexylidene)malonate